N-benzyl-1-hydroxy-N,6,6,9-tetramethyl-3-pentyl-6H-benzo[c]chromene-2-carboxamide C(C1=CC=CC=C1)N(C(=O)C=1C(=C2C3=C(C(OC2=CC1CCCCC)(C)C)C=CC(=C3)C)O)C